CC1(CC(C1)N1N=CC=2C3=C([C@H](CC12)C)C(=NO3)[C@@](C(F)(F)F)(C)O)C#N (1S,3r)-1-methyl-3-((S)-4-methyl-3-((R)-1,1,1-trifluoro-2-hydroxypropan-2-yl)-4,5-dihydro-6H-isoxazolo[5,4-e]indazol-6-yl)cyclobutane-1-carbonitrile